CN=S(=O)(C)C=1C=C(C=CC1)NC(=O)C1=C(N=NC(=C1)C(F)(F)F)OC1=C(C=C(C=C1)F)OC N-(3-(N,S-dimethylsulfonimidoyl)phenyl)-3-(4-fluoro-2-methoxyphenoxy)-6-(trifluoromethyl)pyridazine-4-carboxamide